C1CC12NCCN(C2)C2=CC=C(C(=N2)CNC=2C1=C(N=CN2)NC=C1C1CCOCC1)C(F)(F)F N-((6-(4,7-diazaspiro[2.5]octan-7-yl)-3-(trifluoromethyl)pyridin-2-yl)methyl)-5-(tetrahydro-2H-pyran-4-yl)-7H-pyrrolo[2,3-d]pyrimidin-4-amine